5-(3-chloro-4-((4-methylpyrimidin-2-yl)oxy)phenyl)-7-methyl-7H-pyrrolo[2,3-d]pyrimidin-4-amine ClC=1C=C(C=CC1OC1=NC=CC(=N1)C)C1=CN(C=2N=CN=C(C21)N)C